tert-butyl (4-bromo-1-naphthoyl)((4-methoxyphenyl)sulfonyl)carbamate BrC1=CC=C(C2=CC=CC=C12)C(=O)N(C(OC(C)(C)C)=O)S(=O)(=O)C1=CC=C(C=C1)OC